tert-butyl 4-(5-(4-amino-3-(4-phenoxyphenyl)-1H-pyrazolo[3,4-d]pyrimidin-1-yl)pyridin-2-yl)piperazine-1-carboxylate NC1=C2C(=NC=N1)N(N=C2C2=CC=C(C=C2)OC2=CC=CC=C2)C=2C=CC(=NC2)N2CCN(CC2)C(=O)OC(C)(C)C